N[C@H]1[C@@H]2N(C[C@H]1CC2)C(=O)C2=CC1=C(N(C(=N1)C1=CC=3C(=NC(=CC3)C=3C=C4CC(NC4=CC3)=O)N1CC1CC1)C)C=C2 5-(2-{5-[(1R,4R,7R)-7-amino-2-azabicyclo[2.2.1]heptane-2-carbonyl]-1-methyl-1H-1,3-benzodiazol-2-yl}-1-(cyclopropylmethyl)-1H-pyrrolo[2,3-b]pyridin-6-yl)-2,3-dihydro-1H-indol-2-one